propanoic acid nonyl ester C(CCCCCCCC)OC(CC)=O